[Os].[Ba].[Ir] iridium-barium-osmium